Tert-butyl [(1S)-1-{1-[5-(2-cyclopropylacetamido)pyridin-2-yl]-1H-1,2,4-triazol-5-yl}ethyl]carbamate C1(CC1)CC(=O)NC=1C=CC(=NC1)N1N=CN=C1[C@H](C)NC(OC(C)(C)C)=O